CC(C(=O)C1=CC=C(C=C1)CCCCCC)(C)N1CCOCC1 2-methyl-1-(4-hexylphenyl)-2-morpholinopropane-1-one